BrC=1SC=C(N1)C(C(=O)O)C 2-(2-bromothiazol-4-yl)propionic acid